(1R,3R,4R)-2-(4,7-difluoro-1H-indole-2-carbonyl)-5,5-difluoro-N-((S,Z)-4-fluoro-4-(methylsulfonyl)-1-((R)-2-oxopyrrolidin-3-yl)but-3-en-2-yl)-2-azabicyclo[2.2.2]octane-3-carboxamide FC1=C2C=C(NC2=C(C=C1)F)C(=O)N1[C@H]2CC([C@@H]([C@@H]1C(=O)N[C@@H](C[C@@H]1C(NCC1)=O)\C=C(/S(=O)(=O)C)\F)CC2)(F)F